C1(=CC=CC=C1)C1=C(C(=NC=C1)N1CC2(COC2)C1)C1=NC2=C(N1)COCC2 2-(4-phenyl-2-(2-oxa-6-azaspiro[3.3]heptan-6-yl)pyridin-3-yl)-3,4,6,7-tetrahydropyrano[3,4-d]imidazole